(R)-6-(5-methylpyridin-2-yl)-N-(1-(2-(trifluoromethyl)pyrimidin-5-yl)ethyl)quinolin-4-amine CC=1C=CC(=NC1)C=1C=C2C(=CC=NC2=CC1)N[C@H](C)C=1C=NC(=NC1)C(F)(F)F